N1CCC(CC1)OCC(=O)N (4-Piperidyl-oxy)acetamide